(R)-3-hydroxyazepan-1-carboxylic acid tert-butyl ester C(C)(C)(C)OC(=O)N1C[C@@H](CCCC1)O